Cl.CN1CCN(CC1)CC1=C2C=CN(C2=CC=C1)C1=CC2=CC=CC=C2C=C1 4-((4-methylpiperazin-1-yl)methyl)-1-(naphthalen-2-yl)-1h-indole hydrochloride